BrC=1C=C(C(=O)O)C=C(C1)S(=O)(=O)C1=CC(=CC(=C1)S(F)(F)(F)(F)F)Br 3-bromo-5-((3-bromo-5-(pentafluoro-λ6-sulfanyl)phenyl)sulfonyl)benzoic acid